(+/-)-2-ACETOXYPROPIONIC ACID CC(C(=O)O)OC(=O)C